[Br-].C(CC)N1C=[N+](C=C1)CCC 1,3-dipropylimidazolium bromide salt